1-[(1S)-1-[3-(5-cyano-2-pyridyl)pyrazin-2-yl]ethyl]-3-[4,6-dichloro-2-iodo-3-(1,1,2,2-tetrafluoroethoxy)phenyl]urea C(#N)C=1C=CC(=NC1)C=1C(=NC=CN1)[C@H](C)NC(=O)NC1=C(C(=C(C=C1Cl)Cl)OC(C(F)F)(F)F)I